N-(cyclopropylmethyl)-2-methoxyethanamine C1(CC1)CNCCOC